2'-chloro-5'-methoxy-6-methyl-N-(5-((3-methyloxolan-3-yl)methoxy)-1,3,4-thiadiazol-2-yl)-(4,4'-bipyridine)-3-carboxamide ClC1=NC=C(C(=C1)C1=C(C=NC(=C1)C)C(=O)NC=1SC(=NN1)OCC1(COCC1)C)OC